3-((1H-indazol-4-yl)methyl)-7-(2-fluorobenzyl)-5-methyl-3,5-dihydro-4H-pyridazino[4,5-b]indol-4-one N1N=CC2=C(C=CC=C12)CN1N=CC2=C(N(C=3C=C(C=CC23)CC2=C(C=CC=C2)F)C)C1=O